1-methyl-1-(1-pyridin-3-ylethyl)urea CN(C(=O)N)C(C)C=1C=NC=CC1